The molecule is an amino-acid cation comprising psicosyllysine having a deprotonated carboxy group and both amino groups protonated; major species at pH 7.3. It is a conjugate acid of a psicosyllysine. C(CC[NH2+]CC(=O)[C@@H]([C@@H]([C@@H](CO)O)O)O)C[C@@H](C(=O)[O-])[NH3+]